1-(3-chlorophenyl)-N-[(1,5-dimethylpyrazol-3-yl)methyl]-6-oxo-5-(1,2,3,4-tetrahydroisoquinolin-7-yl)-4H-pyrrolo[3,4-c]pyrazole-3-carboxamide hydrochloride Cl.ClC=1C=C(C=CC1)N1N=C(C2=C1C(N(C2)C2=CC=C1CCNCC1=C2)=O)C(=O)NCC2=NN(C(=C2)C)C